C(C)(C)(C)OCCN(CC[C@@H](C(=O)O)NC(C1=C(C=NC=C1F)Cl)=O)CCCCC1=NC=2NCCCC2C=C1 (S)-4-((2-(tert-butoxy)ethyl)(4-(5,6,7,8-tetrahydro-1,8-naphthyridin-2-yl)butyl)amino)-2-(3-chloro-5-fluoroisonicotinamido)butanoic acid